C(=O)C=1C=C(C=CC1)C1=CC(=CC=C1)C(=O)O 3'-FORMYL(1,1'-BIPHENYL)-3-CARBOXYLIC ACID